N-(cis-(7RS,9SR)-3-cyclopropyl-5-(2-methylpropylsulfamoyl)-9-(pyridin-3-ylamino)-8,9-dihydro-7H-cyclopenta[h]isoquinolin-7-yl)pyridine-3-carboxamide C1(CC1)C=1N=CC2=C3C(=CC(=C2C1)S(NCC(C)C)(=O)=O)[C@@H](C[C@@H]3NC=3C=NC=CC3)NC(=O)C=3C=NC=CC3 |r|